1-(4-fluorophenyl)-1-methylsilacyclobutane FC1=CC=C(C=C1)[Si]1(CCC1)C